1-isopropyl-3-(1,2,2,2-tetrafluoro-1-((R or S)-3-(2-(5-fluoro-thiophen-2-yl)ethyl)-1-(2-(6-methylpyridin-3-yl)propan-2-yl)pyrrolidin-3-yl)ethyl)urea C(C)(C)NC(=O)NC(C(F)(F)F)([C@]1(CN(CC1)C(C)(C)C=1C=NC(=CC1)C)CCC=1SC(=CC1)F)F |o1:12|